C(=O)OC1=CC2=CC=C(C(=C2C=C1)F)F 5,6-difluoronaphthalene-2-ol formate